(2-(4-((4-((2-(2-cyano-4,4-difluoropyrrolidin-1-yl)-2-oxoethyl)carbamoyl)quinolin-8-yl)amino)-4-oxobutanamido)ethyl) carbamate C(N)(OCCNC(CCC(=O)NC=1C=CC=C2C(=CC=NC12)C(NCC(=O)N1C(CC(C1)(F)F)C#N)=O)=O)=O